dibromo-5'-(3-bromophenyl)-1,1':3',1''-terphenyl BrC=1C(=C(C=CC1)C1=CC(=CC(=C1)C1=CC(=CC=C1)Br)C1=CC=CC=C1)Br